4-bromo-5-fluoro-N-(2-methoxy-4-methylpyridin-3-yl)-2-[(2S)-pent-2-yloxy]benzamide BrC1=CC(=C(C(=O)NC=2C(=NC=CC2C)OC)C=C1F)O[C@@H](C)CCC